[Cl-].[Cl-].C(C1=CC=CC=C1)C(CC1=CC=CC=C1)=[Zr+2](C1=C(C=CC=2C3=CC(=C(C=C3CC12)C)C(C)(C)C1=CC=CC=C1)CC(C(C)C(C)(C)C1=CC=CC=C1)C)C1C=CC=C1 dibenzylmethylene(cyclopentadienyl)(2,7-dimethyl-3,6-dicumyl-butylfluorenyl)zirconium dichloride